COC([C@@H]1[C@H](C([C@@](O1)(N1C=NC=2C(NCC(NCC#C)=O)=NC=NC12)C1=CC=CC=C1)(C1=CC=CC=C1)C1=CC=CC=C1)O)(O)OC dimethoxytriphenyl-N6-(N-propargyl)carbamoylmethyldeoxyadenosine